CN([C@H]1C(C[C@@H](CC1)NC=1N=CC2=C(N1)N(C(C(=C2)C2=CC(=C(C(=C2)F)NS(=O)(=O)CCC(F)(F)F)F)=O)C(C)C)(F)F)C N-(4-(2-(((1R,4R)-4-(dimethylamino)-3,3-difluorocyclohexyl)amino)-8-isopropyl-7-oxo-7,8-dihydropyrido[2,3-d]pyrimidin-6-yl)-2,6-difluorophenyl)-3,3,3-trifluoropropane-1-sulfonamide